Cl.N1(N=CC=C1)C1=CC=C(C=C1)O 4-(1H-pyrazol-1-yl)phenol-Hydrochlorid